Cl/C=C/CNC1=C(C(=NN1C1=C(C=C(C=C1Cl)C(F)(F)F)Cl)C#N)S(=O)C(F)(F)F [(2E)-3-Chloro-2-propen-1-ylamino]-1-[2,6-dichloro-4-(trifluoromethyl)phenyl]-4-[(trifluoromethyl)sulfinyl]-1H-pyrazole-3-carbonitrile